[Br-].C(CC)[N+](C)(C)C propyl-trimethyl-ammonium bromide